5-(tert-butyl) 1-ethyl 3-(4-(methoxycarbonyl)benzamido)-6,6-dimethyl-4,6-dihydropyrrolo[3,4-c]pyrazole-1,5-dicarboxylate COC(=O)C1=CC=C(C(=O)NC=2C3=C(N(N2)C(=O)OCC)C(N(C3)C(=O)OC(C)(C)C)(C)C)C=C1